O[C@@H]1CN(C[C@@H]1O)C(=O)OC(C)(C)C (3R,4S)-tert-Butyl 3,4-dihydroxypyrrolidine-1-carboxylate